ClC1(CC1)C(CN1NCNC1=S)(CC1=C(C=CC=C1)Cl)O 2-[2-(1-chlorocyclopropyl)-3-(2-chlorophenyl)-2-hydroxypropyl]-1,2,4-triazolidine-3-thione